2,8-dibromo-5,5-dichloro-5H-dibenzo[b,d]silole BrC1=CC2=C([Si](C3=C2C=C(C=C3)Br)(Cl)Cl)C=C1